FC1=C(OC=2C=C(C(=O)NCC)C=C(C2)C(F)(F)F)C=C(C(=C1)S(NC1=NC=NS1)(=O)=O)F 3-{2,5-difluoro-4-[(1,2,4-thiadiazol-5-yl)sulfamoyl]phenoxy}-N-ethyl-5-(trifluoromethyl)benzamide